ClC=1C=C2C(=NC1C1=CC=C(C=C1)C1=CC=C(C=C1)C(=O)NCCC1=CC=C(C=C1)S(=O)(=O)O)N=C(N2)O[C@H]2[C@@H]1[C@H](OC2)[C@@H](CO1)O 4-(2-(4'-(6-chloro-2-(((3R,3aR,6R,6aR)-6-hydroxyhexahydrofuro[3,2-b]furan-3-yl)oxy)-1H-imidazo[4,5-b]pyridin-5-yl)-[1,1'-biphenyl]-4-carboxamido)ethyl)benzenesulfonic acid